ClC1=CC2=C(CCC3=C(N2CCCCC2=C4C(NC(C4=CC=C2)=O)=O)C=CC(=C3)OCC#C)C=C1 4-(7-Chloro-2-prop-2-ynyloxy-10,11-dihydro-dibenzo[b,f]azepin-5-yl-butyl)-isoindole-1,3-dione